N[C@H]1CS(C2=C(N(C1=O)CC1=CC=C(C=C1)OC1CCCC1)C=C(C(=C2)F)C=2OC(=NN2)C(C)(C)C)(=O)=O (3R)-3-amino-7-(5-tert-butyl-1,3,4-oxadiazol-2-yl)-5-[[4-(cyclopentoxy)phenyl]methyl]-8-fluoro-1,1-dioxo-2,3-dihydro-1lambda6,5-benzothiazepin-4-one